N1C=NC=C1C[C@H](C(COC1=C(C(=CC(=C1F)F)F)F)=O)NC([C@H](CC(C)C)NC(C(=O)NC1=C(C=CC=C1)F)=O)=O N1-((S)-1-(((R)-1-(1H-imidazol-5-yl)-3-oxo-4-(2,3,5,6-tetrafluorophenoxy)butan-2-yl)amino)-4-methyl-1-oxopentan-2-yl)-N2-(2-fluorophenyl)oxalamide